ClC=1C=C(C=NC1Cl)S(=O)(=O)N(C1=NC=NS1)CC1=C(C=C(C=C1)OC)OC 5,6-dichloro-N-(2,4-dimethoxybenzyl)-N-(1,2,4-thiadiazol-5-yl)pyridine-3-sulfonamide